2-(5-Chloro-1-ethyl-3-(isoxazol-3-yl)-1H-pyrazol-4-yl)-1-(9-(3,3-dimethylbutyl)-3,9-diazaspiro[5.5]undecan-3-yl)ethan-1-one ClC1=C(C(=NN1CC)C1=NOC=C1)CC(=O)N1CCC2(CC1)CCN(CC2)CCC(C)(C)C